2-(4,4-difluoroazepan-1-yl)-6-methyl-N-(3-(S-methylsulfonimidoyl)phenyl)-5-(trifluoromethyl)nicotinamide FC1(CCN(CCC1)C1=C(C(=O)NC2=CC(=CC=C2)S(=O)(=N)C)C=C(C(=N1)C)C(F)(F)F)F